3,5-dicyclohexylphenol C1(CCCCC1)C=1C=C(C=C(C1)C1CCCCC1)O